1-methyl-4-(1-(4-aminophenyl)piperidin-4-yl)piperazine CN1CCN(CC1)C1CCN(CC1)C1=CC=C(C=C1)N